ClC1=C(C=CC(=C1)NC(CCCCCCCCCCCCC)=O)C(CC(=O)OCC)=O ethyl 3-[2-chloro-4-(tetradecanoylamino)phenyl]-3-oxo-propanoate